BrC1=NC=NC(=C1F)CBr 4-bromo-6-(bromomethyl)-5-fluoropyrimidine